2-methylpropyl (2E)-3-(5-ethynylpyridin-2-yl)prop-2-enoate C(#C)C=1C=CC(=NC1)/C=C/C(=O)OCC(C)C